The molecule is a dipeptide composed of L-glutamic acid and L-methionine joined by a peptide linkage. It has a role as a metabolite. It derives from a L-glutamic acid and a L-methionine. CSCC[C@@H](C(=O)O)NC(=O)[C@H](CCC(=O)O)N